(3R,4R)-4-(3,4-dimethoxybenzyl)-3-(3-methoxy-4-(((2R,3S,4R,5R)-3,4,5-trihydroxytetrahydro-2H-pyran-2-yl)oxy)benzyl)dihydrofuran-2(3H)-one COC=1C=C(C[C@@H]2[C@H](C(OC2)=O)CC2=CC(=C(C=C2)O[C@H]2OC[C@H]([C@H]([C@@H]2O)O)O)OC)C=CC1OC